1-(4-morpholinopyrimidin-2-yl)-N-phenylpyrrolidin-3-amine O1CCN(CC1)C1=NC(=NC=C1)N1CC(CC1)NC1=CC=CC=C1